propyl eicosanate C(CCCCCCCCCCCCCCCCCCC)(=O)OCCC